(3R,4R,5R,6R)-4,5-bis(benzyloxy)-6-((benzyloxy)methyl)tetrahydro-2H-pyran-3-carbaldehyde C(C1=CC=CC=C1)O[C@@H]1[C@@H](CO[C@@H]([C@@H]1OCC1=CC=CC=C1)COCC1=CC=CC=C1)C=O